[N+](=O)([O-])C=1C=CC(=NC1)C(=O)NC1=CC(=C(C(=O)O)C=C1)NC(C1=C(C(=CC=C1)OC(C)C)OCC=C)=O.C(C)C1(CCCC1)NC1=NC(=NC=C1C(=O)N)NC1CCC(CC1)O 4-(1-ethylcyclopentylamino)-2-((1r,4r)-4-hydroxycyclohexylamino)pyrimidine-5-carboxamide 4-(5-nitropyridine-2-amido)-2-(prop-2-en-1-yloxy-3-(propan-2-yloxy)benzamido)benzoate